phenylene-bis(ethylcarbodiimide) C1(=C(C=CC=C1)N=C=NCC)N=C=NCC